NC[C@H](CNS(=O)(=O)C=1C(=C(C(=CC1)N1CCC2(CNC(OC2)=O)CC1)C=1N=NNN1)S(=O)(=O)N)O (R)-N1-(3-amino-2-hydroxypropyl)-4-(3-oxo-2-oxa-4,9-diazaspiro[5.5]undecan-9-yl)-3-(2H-tetrazol-5-yl)benzene-1,2-disulfonamide